(2R,3R,4S,5R,6R)-4-(4-(4-chloro-2,3-difluorophenyl)-1H-1,2,3-triazol-1-yl)-2-(hydroxymethyl)-5-methoxy-6-((3-(3-methyloxetan-3-yl)isoxazol-5-yl)methyl)tetrahydro-2H-pyran-3-ol ClC1=C(C(=C(C=C1)C=1N=NN(C1)[C@H]1[C@H]([C@H](O[C@@H]([C@@H]1OC)CC1=CC(=NO1)C1(COC1)C)CO)O)F)F